C(C)(=O)N1CCC(CC1)(OC)C=1C(N(C2=C(C(=NC(=C2C1)N[C@H](C)C1=C(C(=CC=C1)C(F)F)F)C)CCCN(C)C)C)=O (R)-3-(1-acetyl-4-methoxypiperidin-4-yl)-5-((1-(3-(difluoromethyl)-2-fluorophenyl)ethyl)amino)-8-(3-(dimethylamino)propyl)-1,7-dimethyl-1,6-naphthyridin-2(1H)-one